(R)-2-chloro-N-(1-(2,4-dichlorophenyl)ethyl)-5-fluoropyrimidin-4-amine ClC1=NC=C(C(=N1)N[C@H](C)C1=C(C=C(C=C1)Cl)Cl)F